NC=1NC(=NN1)NCC1=CC=C2C(=CN(C2=C1)C1CCOCC1)C=1C=C(C(N)=S)C=CC1 3-(6-(((5-amino-4H-1,2,4-triazol-3-yl)amino)methyl)-1-(tetrahydro-2H-pyran-4-yl)-1H-indol-3-yl)benzothiamide